C(C)(C)(C)N(C(O)=O)C=1N=C2N(C=C(N=C2CO[Si](C)(C)C(C)(C)C)C)C1.N1C(=O)NC(=O)C(F)=C1 Fluorouracil tert-butyl-N-[8-[[tert-butyl(dimethyl)silyl]oxymethyl]-6-methyl-imidazo[1,2-a]pyrazin-2-yl]carbamate